[Cl-].C(CCCCCCCCCCC)[N+](CCC[Si](OCC)(OCC)OCC)(C)C dodecyldimethyl-[3-(triethoxysilyl)propyl]ammonium chloride